C(#N)C1=CC(=C(C(=C1)C(C)C)CC(=O)N[S@](=O)(=N)C1=CC=C(C=C1)CN(C)C)C1CC1 |o1:15| (R)- or (S)-2-(4-cyano-2-cyclopropyl-6-isopropylphenyl)-N-(4-((dimethylamino)methyl)phenylsulfonimidoyl)acetamide